ClC1=CC(=C(C=C1)C1=CC(=CN=N1)C(=O)NCC=1C(=NC=CC1)N1CCOCC1)C 6-(4-chloro-2-methyl-phenyl)-N-[(2-morpholino-3-pyridyl)methyl]pyridazine-4-carboxamide